C(C1=CN=CC=C1)(=O)O.OC[C@H](O)[C@@H](O)[C@H](O)[C@H](O)CO sorbitol nicotinate